tetrahydro-4-(4-methoxyphenyl)-2H-pyran-4-carboxylic acid COC1=CC=C(C=C1)C1(CCOCC1)C(=O)O